N-(2,4-Dimethoxybenzyl)-1-(3-methoxy-4-(3-methyl-6-(pyrazolo[1,5-a]pyrimidin-3-yl)-1H-pyrazolo[4,3-c]pyridin-1-yl)phenyl)methanamine COC1=C(CNCC2=CC(=C(C=C2)N2N=C(C=3C=NC(=CC32)C=3C=NN2C3N=CC=C2)C)OC)C=CC(=C1)OC